quinolin-4-yl (4-((3-(3,5-difluorophenylseleno) prop-1-en-1-yl) oxy) benzyl) carbonate C(OC1=CC=NC2=CC=CC=C12)(OCC1=CC=C(C=C1)OC=CC[Se]C1=CC(=CC(=C1)F)F)=O